tert-butyl (1-(5-bromopyridin-3-yl)-3,3-difluoropropyl)carbamate BrC=1C=C(C=NC1)C(CC(F)F)NC(OC(C)(C)C)=O